7-methyl-8-nitro-2-(4-(3-(p-tolyl)-1,2,4-oxadiazol-5-yl)piperidin-1-yl)-6-(trifluoromethyl)-4H-benzo[e][1,3]thiazin-4-one CC1=C(C2=C(C(N=C(S2)N2CCC(CC2)C2=NC(=NO2)C2=CC=C(C=C2)C)=O)C=C1C(F)(F)F)[N+](=O)[O-]